1,3-bis(3-nonoxypropyl)imidazolium C(CCCCCCCC)OCCCN1C=[N+](C=C1)CCCOCCCCCCCCC